tert-butyl 4-(4-[3-cyano-4-hydroxypyrazolo[1,5-a]pyridin-6-yl]-5-methyl-1,2,3-triazol-1-yl)piperidine-1-carboxylate C(#N)C=1C=NN2C1C(=CC(=C2)C=2N=NN(C2C)C2CCN(CC2)C(=O)OC(C)(C)C)O